(R)-N-(4-(chlorodifluoromethoxy)phenyl)-6-(3-hydroxypyrrolidin-1-yl)-5-((1-Isopropylpiperidin-4-yl)amino)nicotinamide ClC(OC1=CC=C(C=C1)NC(C1=CN=C(C(=C1)NC1CCN(CC1)C(C)C)N1C[C@@H](CC1)O)=O)(F)F